2-(6-(5,6-dihydro-4H-benzo[f][1,2,4]triazolo[4,3-a]azepin-1-yl)pyridin-2-yl)-6-(isopropyl-(methyl)amino)-4-((methylamino)methyl)-2,3-dihydro-1H-pyrrolo[3,4-c]pyridin-1-one C1(=NN=C2N1C1=C(CCC2)C=CC=C1)C1=CC=CC(=N1)N1CC=2C(=NC(=CC2C1=O)N(C)C(C)C)CNC